4,4'-methylenebis-(2,6-di-tert-butyl-phenol) C(C1=CC(=C(C(=C1)C(C)(C)C)O)C(C)(C)C)C1=CC(=C(C(=C1)C(C)(C)C)O)C(C)(C)C